BrC1=C(N)C(=CC(=C1)C(C)(C)C)Br 2,6-Dibromo-4-tert-butylaniline